3-[3-[1-[10-[(4,6-difluoro-1H-indol-5-yl)oxy]-5,6-dihydro-[1,2,4]triazolo[1,5-d][1,4]benzoxazepin-2-yl]ethyl]-2-fluoro-phenyl]propanoic acid FC1=C2C=CNC2=CC(=C1OC=1C=CC2=C(C=3N(CCO2)N=C(N3)C(C)C=3C(=C(C=CC3)CCC(=O)O)F)C1)F